7-(2-((7-chloro-2-(cyclopropylmethyl)-1,2,3,4-tetrahydroisoquinolin-6-yl)amino)-5-(trifluoromethyl)pyrimidin-4-yl)-4-methyl-3,4-dihydrothieno[2,3-f][1,4]thiazepin-5(2H)-one 1,1-dioxide ClC1=C(C=C2CCN(CC2=C1)CC1CC1)NC1=NC=C(C(=N1)C1=CC2=C(C(N(CCS2(=O)=O)C)=O)S1)C(F)(F)F